(4S,12aS)-1-(cyclopropylmethyl)-N-[(2,4-difluorophenyl)methyl]-7-hydroxy-4-methyl-6,8-dioxo-1,2,3,4,6,8,12,12a-octahydropyrido[1',2':4,5]pyrazino[1,2-a]pyrimidine-9-carboxamide C1(CC1)CN1[C@H]2N([C@H](CC1)C)C(C=1N(C2)C=C(C(C1O)=O)C(=O)NCC1=C(C=C(C=C1)F)F)=O